8-(2-Diethylamino-ethoxy)-2-fluoro-6,6-dimethyl-6H-benzo[b]naphtho[2,3-d]furan-11-one C(C)N(CCOC=1C=C2C(C3=C(C4=C(O3)C=CC(=C4)F)C(C2=CC1)=O)(C)C)CC